ClC1=CC=C(C=C1)C=1C=C(C(N(N1)C=1C=NN(C1)C)=O)C(=O)NC1CN(CC1O)S(=O)(=O)C 6-(4-chlorophenyl)-N-(4-hydroxy-1-(methylsulfonyl)pyrrolidin-3-yl)-2-(1-methyl-1H-pyrazol-4-yl)-3-oxo-2,3-dihydropyridazine-4-carboxamide